2-[(E)-2-(aminomethyl)-3-fluoro-allyl]-4-[[5-[2-(2,3-dihydro-1H-pyrido[2,3-b][1,4]oxazin-7-yl)ethynyl]-2-thienyl]methyl]-1,2,4-triazol-3-one NC/C(/CN1N=CN(C1=O)CC=1SC(=CC1)C#CC1=CC2=C(OCCN2)N=C1)=C\F